C(#N)CC1N(CCC(C1)OC1=NC(=NC(=C1)O[C@@H](C)[C@H]1N(C[C@H](C1)F)C)C1=CC(=NO1)C(C)(C)C1=C(C=CC=C1)F)C(=O)[O-] 2-(cyanomethyl)-4-({6-[(1S)-1-[(2S,4S)-4-fluoro-1-methylpyrrolidin-2-yl] ethoxy]-2-{3-[2-(2-fluorophenyl)propan-2-yl]-1,2-oxazol-5-yl}pyrimidin-4-yl}oxy)piperidine-1-carboxylate